C(C)(=O)O[C@H]1[C@@H](SC=2C(=NC=C(C2)Cl)C#N)O[C@@H]([C@@H]([C@@H]1N1N=NC(=C1)C=1N=C(SC1)Cl)OC(C)=O)COC(C)=O 5-chloro-2-cyanopyridin-3-yl 2,4,6-tri-O-acetyl-3-[4-(2-chlorothiazol-4-yl)-1H-1,2,3-triazol-1-yl]3-deoxy-1-thio-alpha-D-galactopyranoside